ClC1=NC2=CC(=CC=C2C(=C1)Cl)OC(F)(F)F 2,4-dichloro-7-(trifluoromethoxy)quinoline